(S)-3-(3-(3-fluoro-3-(trifluoromethoxy)phenyl)-5-(3-(trifluoromethyl)phenylsulfonyl)-6a,7,9,10-tetrahydro-5H-pyrazino[1,2-a]pyrido[3,2-e]pyrazin-8(6H)-yl)propionic acid FC1(CC(=CC=C1)C1=CC=2N(C[C@H]3N(C2N=C1)CCN(C3)CCC(=O)O)S(=O)(=O)C3=CC(=CC=C3)C(F)(F)F)OC(F)(F)F